N-benzyl-2-(3-(1H-indol-5-yl)-2-oxoimidazolin-1-yl)acetamide C(C1=CC=CC=C1)NC(CN1C(N(CC1)C=1C=C2C=CNC2=CC1)=O)=O